COC(CC1N(C=C(C=N1)B1OC(C(O1)(C)C)(C)C)C)OC (2,2-dimethoxyethyl)-1-methyl-5-(4,4,5,5-tetramethyl-1,3,2-dioxaborolan-2-yl)pyrimidine